C(C1=CC=CC=C1)OC1=NC(=CC=C1C1=NN(C2=CC(=CC=C12)C#CC1(CN(C1)C(=O)OC(C)(C)C)F)C)OCC1=CC=CC=C1 tert-butyl 3-[2-[3-(2,6-dibenzyloxy-3-pyridyl)-1-methylindazol-6-yl]ethynyl]-3-fluoroazetidine-1-carboxylate